3-dodecene-1-al C(CC=CCCCCCCCC)=O